The molecule is a dihydroagarofuran sesquiterpenoid that consists of dihydro-beta-agarofuran substituted by acetoxy group at position 1 and furoyloxy groups at positions 6 and 9 (the 1beta,6alpha,9alpha stereoisomer). Isolated from Celastrus orbiculatus, it exhibits inhibition of both NF-kappaB activation and nitric oxide production. It has a role as a metabolite and a NF-kappaB inhibitor. It is an acetate ester, a bridged compound, a cyclic ether, a dihydroagarofuran sesquiterpenoid and an organic heterotricyclic compound. It derives from a 3-furoic acid. C[C@@H]1CC[C@@H]([C@@]2([C@]13[C@@H]([C@@H](C[C@@H]2OC(=O)C4=COC=C4)C(O3)(C)C)OC(=O)C5=COC=C5)C)OC(=O)C